N[C@H](C(N[C@H](C(=O)OC(C)(C)C)CCC(C=[N+]=[N-])=O)=O)CCCCNC(CCOCCOCCOCCOCCNC(CCCC[C@@H]1SC[C@@H]2NC(N[C@@H]21)=O)=O)=O tert-Butyl (2S,5S)-5-amino-2-(4-diazo-3-oxobutyl)-4,11,27-trioxo-31-((3aS,4S,6aR)-2-oxohexahydro-1H-thieno[3,4-d]imidazol-4-yl)-14,17,20,23-tetraoxa-3,10,26-triazahentriacontanoate